C(C)(C)(C)N(C(O)=O)C1=C2CN(C(C2=CC=C1)=O)C1C(N(C(CC1)=O)CC(C)C)=O.NCCNCC1=CC=C(CC[Si](OC)(OC)OC)C=C1 p-(aminoethylaminomethyl)phenethyl-trimethoxysilane tert-butyl-(2-(1-isobutyl-2,6-dioxopiperidin-3-yl)-1-oxoisoindolin-4-yl)carbamate